C[C@H](C1=CC=CC=C1)NCC2=CC=CC=C2 (R)-(+)-N-benzyl-alpha-methylbenzylamine